BrC1=CC=C(C=C1)C(CCC(=O)O)=O 4-(4-bromophenyl)-4-oxobutyric acid